C(=O)C=1C2=C(OC1)C2 formyl-methanofuran